The molecule is a methyl ester resulting from the formal condensation of the carboxy group of (5Z,8Z,11Z,14Z)-20-hydroxyicosa-5,8,11,14-tetraenoic acid (20-HETE) with methanol. It is a fatty acid methyl ester, an omega-hydroxy fatty ester and a polyunsaturated fatty ester. It derives from a 20-HETE. COC(=O)CCC/C=C\\C/C=C\\C/C=C\\C/C=C\\CCCCCO